C1(CCCCC1)N1CCN(CC1)C(NC1=CC=C(C=C1)[N+](=O)[O-])=S 4-cyclohexyl-N-(4-nitrophenyl)piperazine-1-thiocarboxamide